CC1OC(OC1C)=O 4-methyl-5-methyl-1,3-dioxolan-2-one